ClC1=CC=C(C=C1)C=1N=C2C(=NC1)N=C(S2)NC(=O)C=2C=NC(=CC2C2=CC(=NC=C2OC)C)C N-(6-(4-chlorophenyl)thiazolo[4,5-b]pyrazin-2-yl)-5'-methoxy-2',6-dimethyl-[4,4'-bipyridine]-3-carboxamide